hydroxyethyl-monobutyne OCCCCC#C